BrC=1C=C2C(=NC1OC)OCC2(C)C 5-bromo-6-methoxy-3,3-dimethyl-2,3-dihydrofuro[2,3-b]pyridine